BrCC1=CC=C(C=C1)N1N=C(N=C1)C(F)(F)F 1-[4-(bromomethyl)phenyl]-3-(trifluoromethyl)-1,2,4-triazole